BrC1=CC2=C(C(CO2)=O)C=C1Cl 6-bromo-5-chlorobenzofuran-3(2H)-one